C(C)(C)(C)OC(=O)N1[C@@H](CCC1)C=1N=NN(C1)CC1=NC=C(C=C1)C=1OC(=NN1)C(F)F (S)-2-(1-((5-(5-(difluoromethyl)-1,3,4-oxadiazol-2-yl)pyridin-2-yl)methyl)-1H-1,2,3-triazol-4-yl)pyrrolidine-1-carboxylic acid tert-butyl ester